5-(5-(2-methoxy-4-(N-methylpiperidin-4-yl)phenylamino)-1H-pyrazol-3-yl)thiophene-2-carbonitrile COC1=C(C=CC(=C1)C1CCN(CC1)C)NC1=CC(=NN1)C1=CC=C(S1)C#N